1-(4-hydroxy-3-methoxyphenyl)decane-3,5-diol OC1=C(C=C(C=C1)CCC(CC(CCCCC)O)O)OC